N-[(1R)-1-(1,1-difluoro-2,3-dihydro-1H-inden-4-yl)ethyl]-5-(3,3-difluorocyclobutyl)-4-oxo-1H,4H,5H-pyrazolo[4,3-c]pyridine-7-carboxamide FC1(CCC2=C(C=CC=C12)[C@@H](C)NC(=O)C=1C2=C(C(N(C1)C1CC(C1)(F)F)=O)C=NN2)F